3,3'-dimethyl-6,5'-diaminobiphenyl CC=1C=C(C(=CC1)N)C1=CC(=CC(=C1)N)C